C1C[C@H](N(C1)C(=O)[C@H](CC(=O)O)N)C(=O)N[C@@H](CO)C(=O)N[C@@H](CO)C(=O)O The molecule is a tetrapeptide composed of L-aspartic acid, L-proline and two L-serine units joined by peptide linkages. It has a role as a metabolite. It derives from a L-aspartic acid, a L-proline and a L-serine.